4-[3-(5-Chloro-1-methylpyrrolo[2,3-b]pyridine-4-carbonyl)-2,4-dihydro-1,3-benzoxazin-8-yl]-5-fluoro-2-morpholin-4-ylbenzoic acid ClC1=C(C2=C(N=C1)N(C=C2)C)C(=O)N2COC1=C(C2)C=CC=C1C1=CC(=C(C(=O)O)C=C1F)N1CCOCC1